BrC1=CC(=CC2=C1N(C=N2)COCC[Si](C)(C)C)S(=O)(=O)CC(C)(C)C 2-[[7-bromo-5-(2,2-dimethylpropylsulfonyl)benzimidazol-1-yl]methoxy]ethyl-trimethyl-silane